methyl 3-(7-amino-3-oxo-1,4-benzoxazin-4-yl)propanoate NC1=CC2=C(N(C(CO2)=O)CCC(=O)OC)C=C1